C1(CCCCC1)(C(=O)[O-])C(=O)[O-].[Cd+2] cadmium cyclohexanedicarboxylate salt